4-(2-bromo-4-chlorophenoxymethyl)pyrrolidin-2-one BrC1=C(OCC2CC(NC2)=O)C=CC(=C1)Cl